ClC=1C(=NC=C(C1CC=O)Cl)[C@H](C)O 2-[3,5-dichloro-2-[(1S)-1-hydroxyethyl]-4-pyridyl]ethanone